(S)-2-((4-(6-((5-cyanopyridin-2-yl)methoxy)pyridin-2-yl)piperazin-1-yl)methyl)-1-(oxetan-2-ylmethyl)-1H-benzo[d]imidazol-6-carboxylic acid C(#N)C=1C=CC(=NC1)COC1=CC=CC(=N1)N1CCN(CC1)CC1=NC2=C(N1C[C@H]1OCC1)C=C(C=C2)C(=O)O